C(C)(C)(C)OC(=O)N1[C@@H](CCC1)C1=C2CN(CC2=CC(=C1)Cl)CC1=CC(=NC(=C1)C)C (S)-2-(6-chloro-2-(2,6-dimethylisonicotinyl)isoindoline-4-yl)pyrrolidine-1-carboxylic acid tert-butyl ester